[Si](C1=CC=CC=C1)(C1=CC=CC=C1)(C(C)(C)C)OC[C@H]1N(C[C@@H](C1)O)C(=O)OC(C)(C)C tert-butyl (2S,4R)-2-(((tert-butyldiphenylsilyl)oxy)methyl)-4-hydroxypyrrolidine-1-carboxylate